OCCC1=C(C=C(C=C1C(=O)O)C(=O)O)C1=CC=CC=C1 (2-hydroxyethyl)-3,5-dicarboxy-1,1'-biphenyl